5-((3-(methylsulfonamido)phenyl)carbamoyl)-1-phenyl-1H-pyrazole-3-carboxylic acid CS(=O)(=O)NC=1C=C(C=CC1)NC(=O)C1=CC(=NN1C1=CC=CC=C1)C(=O)O